ClC1=NC(=NC(=C1)Cl)C1(COC1)F 4,6-dichloro-2-(3-fluorooxetan-3-yl)pyrimidine